Ethyl 3-((tert-butyloxycarbonyl)(2-ethoxy-2-oxoethyl)amino)propanoate C(C)(C)(C)OC(=O)N(CCC(=O)OCC)CC(=O)OCC